7-FLUORO-1H-INDOLE-3-CARBOXALDEHYDE FC=1C=CC=C2C(=CNC12)C=O